1-(chloromethyl)-5-(2-fluoro-2-methylpropyloxy)-4-oxo-3,4-dihydropyridin ClCN1CCC(C(=C1)OCC(C)(C)F)=O